C(C)(=O)O[C@@](C)(C=C)CCC=C(C)C R-(-)-linalyl acetate